2-amino-N-{(1S,2S)-2-[(4-{(1S)-1-[4-(2-hydroxyethyl)piperazin-1-yl]-2,3-dihydro-1H-inden-5-yl}phenyl)methoxy]cyclopentyl}-5-(2-methyl-1,3-thiazol-5-yl)pyridine-3-carboxamide NC1=NC=C(C=C1C(=O)N[C@@H]1[C@H](CCC1)OCC1=CC=C(C=C1)C=1C=C2CC[C@@H](C2=CC1)N1CCN(CC1)CCO)C1=CN=C(S1)C